(R)-(6,6'-dimethoxybiphenyl-2,2'-diyl)bis[bis(4-methylphenyl)phosphine] CC1=CC=C(C=C1)P(C2=CC=C(C=C2)C)C3=CC=CC(=C3C4=C(C=CC=C4P(C5=CC=C(C=C5)C)C6=CC=C(C=C6)C)OC)OC